FC1(CC(C1)O\N=C(/C)\C1=CC=C(C=N1)NC(C(=C)F)=O)F (E)-N-(6-(1-((3,3-difluorocyclobutyloxy)imino)ethyl)pyridin-3-yl)-2-fluoroacrylamide